2-(5-(2-Chloro-4-hydroxyphenyl)pyridin-2-yl)-N-(2-fluorobenzyl)acetamide ClC1=C(C=CC(=C1)O)C=1C=CC(=NC1)CC(=O)NCC1=C(C=CC=C1)F